4-(3-oxa-8-azabicyclo[3.2.1]octan-8-yl)-7-(1H-pyrazol-3-yl)-1,5-naphthyridin-2-amine C12COCC(CC1)N2C2=CC(=NC1=CC(=CN=C21)C2=NNC=C2)N